FC1=C(C(=CC(=C1)[N+](=O)[O-])F)N1CC2(C1)CNC2 2-(2,6-difluoro-4-nitro-phenyl)-2,6-diazaspiro[3.3]heptane